C(C1=CC=CC=C1)OC(=O)N[C@H](C=1N=C2N(N=CC(=N2)C2(CC(C2)(F)F)NCC(C(=O)O)C(F)(F)F)C1)C1CCC(CC1)(F)F 2-{[(1-{6-[(S)-Benzyloxycarbonylamino(4,4-difluorocyclohexyl)methyl]imidazo[1,2-b][1,2,4]triazin-3-yl}-3,3-difluorocyclobutyl)amino]methyl}-3,3,3-trifluoropropanoic acid